N-(6-(5-(difluoromethoxy)pyridin-2-yl)thiazolo[4,5-b]pyrazin-2-yl)-5'-methoxy-2',6-dimethyl-[4,4'-bipyridine]-3-carboxamide FC(OC=1C=CC(=NC1)C=1N=C2C(=NC1)N=C(S2)NC(=O)C=2C=NC(=CC2C2=CC(=NC=C2OC)C)C)F